2-((4-chloro-2-fluorobenzyl)oxy)-3,5,6-trifluoropyridine ClC1=CC(=C(COC2=NC(=C(C=C2F)F)F)C=C1)F